1,2-bis{3,6-bis[N,N-bis(9-ethylcarbazol-3-yl)amino]-9H-carbazol-9-yl}cyclobutane C(C)N1C2=CC=CC=C2C=2C=C(C=CC12)N(C=1C=CC=2N(C3=CC=CC=C3C2C1)CC)C=1C=CC=2N(C3=CC=C(C=C3C2C1)N(C=1C=CC=2N(C3=CC=CC=C3C2C1)CC)C=1C=CC=2N(C3=CC=CC=C3C2C1)CC)C1C(CC1)N1C2=CC=C(C=C2C=2C=C(C=CC12)N(C=1C=CC=2N(C3=CC=CC=C3C2C1)CC)C=1C=CC=2N(C3=CC=CC=C3C2C1)CC)N(C=1C=CC=2N(C3=CC=CC=C3C2C1)CC)C=1C=CC=2N(C3=CC=CC=C3C2C1)CC